C(C)(C)(C)OC(=O)N([C@@H]1COC2(C1)CCN(CC2)C(=O)OCC2=CC=CC=C2)C[C@@H](COC2=CC(=CC=C2)S(=O)(=O)C)O (S)-Benzyl 3-((tert-Butoxycarbonyl)((S)-2-hydroxy-3-(3-(methylsulfonyl)phenoxy)propyl)amino)-1-oxa-8-azaspiro[4.5]decane-8-carboxylate